bromophosphorus nitrogen [N].Br[P]